(S)-phenyl-[(3R)-1,2,3,4-tetrahydropyrido[2,3-b]pyrazin-3-yl]methanamine C1(=CC=CC=C1)[C@H](N)[C@H]1CNC2=C(N1)N=CC=C2